C(C)(=O)N1CC=2N(CC1)C(=NC2C=2C=CC=C1C=C(N=CC21)C=2C=CC(=NC2)C(=O)NCCC#CC2=C1CN(C(C1=CC=C2F)=O)C2C(NC(CC2)=O)=O)CC 5-(8-(7-Acetyl-3-ethyl-5,6,7,8-tetrahydroimidazo[1,5-a]pyrazin-1-yl)isoquinolin-3-yl)-N-(4-(2-(2,6-dioxopiperidin-3-yl)-5-fluoro-1-oxoisoindolin-4-yl)but-3-yn-1-yl)picolinamide